CN1CCN(CC1)CC1=CC(=C(C=C1)[N+](=O)[O-])C(F)(F)F 1-methyl-4-(4-nitro-3-(trifluoromethyl)benzyl)piperazine